OC(CC(C)=O)(C)C 4-hydroxy-4-methyl-pentanone